3-(3-(methylamino)benzothien-2-yl)-3-oxopropanoic acid sodium salt [Na+].CNC1=C(SC2=C1C=CC=C2)C(CC(=O)[O-])=O